4-methyl-N-[[(3-chlorophenyl)amino]carbonyl]benzenesulfonamide Neryl-Pyrophosphate C(\C=C(\C)/CCC=C(C)C)OP(O)(=O)OP(=O)(O)O.CC1=CC=C(C=C1)S(=O)(=O)NC(=O)NC1=CC(=CC=C1)Cl